Norbornylacrylat C12(CCC(CC1)C2)OC(C=C)=O